2-(2,6-Dioxo-3-piperidyl)-4-[[4-[[methyl-[2-(methylamino)ethyl]amino]methyl]phenyl]methylamino]isoindoline-1,3-dione O=C1NC(CCC1N1C(C2=CC=CC(=C2C1=O)NCC1=CC=C(C=C1)CN(CCNC)C)=O)=O